FC(C=1C=C(N)C=CC1OCC1=CC=C(C=C1)C(F)(F)F)(F)F 3-(trifluoromethyl)-4-((4-(trifluoromethyl)benzyl)oxy)aniline